COC([C@H](CCCCN)NC(CNC(=O)N1C=CC2=C1N=CN=C2N(C)[C@H]2CN(CC[C@H]2C)C(CC#N)=O)=O)=O (2S)-6-amino-2-[[2-[[4-[[(3R,4R)-1-(2-cyanoacetyl)-4-methyl-3-piperidinyl]-methyl-amino]pyrrolo[2,3-d]pyrimidine-7-carbonyl]amino]acetyl]amino]hexanoic acid methyl ester